C(#N)C1=NN(C=N1)C[C@H](C(=O)OC(C)C)OC(NC1=C2CCCC2=CC=2CCCC12)=O Propan-2-yl (2R)-3-(3-cyano-1H-1,2,4-triazol-1-yl)-2-{[(1,2,3,5,6,7-hexahydro-s-indacen-4-yl)carbamoyl]oxy}propanoate